N-(quinoxalin-6-yl)-2-{4-[5-chloro-2-(4-chloro-1H-1,2,3-triazol-1-yl)phenyl]-5-methoxy-2-oxopyridin-1(2H)-yl}propanamide N1=CC=NC2=CC(=CC=C12)NC(C(C)N1C(C=C(C(=C1)OC)C1=C(C=CC(=C1)Cl)N1N=NC(=C1)Cl)=O)=O